O=C1NC(CCC1C1=CC=C(C=C1)N1C2CN(C(C1)CC2)C(=O)OC(C)(C)C)=O tert-butyl 5-[4-(2,6-dioxopiperidin-3-yl)phenyl]-2,5-diazabicyclo[2.2.2]octane-2-carboxylate